[C@H]12CN(C[C@H](CC1)N2)C2=NC(=NC1=C(C(=CC=C21)C2=C(C=CC(=N2)N)C2CC2)F)OC[C@]21CCCN1C[C@@H](C2)F 6-(4-((1R,5S)-3,8-diazabicyclo[3.2.1]octan-3-yl)-8-fluoro-2-(((2R,7aS)-2-fluorotetrahydro-1H-pyrrolizin-7a(5H)-yl)methoxy)quinazolin-7-yl)-5-cyclopropylpyridin-2-amine